6-(2,4-difluoro-3-methyl-phenyl)-3-methyl-1-[(1-methyltriazol-4-yl)methyl]imidazo[4,5-b]pyridin-2-one FC1=C(C=CC(=C1C)F)C=1C=C2C(=NC1)N(C(N2CC=2N=NN(C2)C)=O)C